C(C)C1=CC(=CC2=C1N=C(O2)C2=CC(=CC(=C2)Cl)Cl)C(=O)[O-] ethyl-(3,5-dichlorophenyl)-1,3-benzoxazole-6-carboxylate